2-[(aminoethyl)amino]ethane-1-thiol NCCNCCS